CC(C)NC(=O)N1CCCC2=NC=CC=C12 N-(propan-2-yl)-3,4-dihydro-1,5-naphthyridine-1(2H)-carboxamide